BrC1=CC=C(C=C1)C1(CN(C1)CC1=CC(=C(C=C1)C)C)C(=O)OCC ethyl 3-(4-bromophenyl)-1-(3,4-dimethylbenzyl)azetidine-3-carboxylate